N-(4-(8-amino-3-(4-(piperazin-1-yl)phenyl)imidazo[1,5-a]pyrazin-1-yl)-2-fluorobenzyl)-5-fluoro-2-methoxybenzamide NC=1C=2N(C=CN1)C(=NC2C2=CC(=C(CNC(C1=C(C=CC(=C1)F)OC)=O)C=C2)F)C2=CC=C(C=C2)N2CCNCC2